C1(=C2N(C=N1)CCC2)C(C(=O)OCC)N2CC1=C(C=C(C=C1C2=O)C=2C=CC(=NC2)N2CCN(CC2)C(=O)OC(C)(C)C)F tert-butyl 4-[5-[2-[1-(6,7-dihydro-5H-pyrrolo[1,2-c]imidazol-1-yl)-2-ethoxy-2-oxo-ethyl]-7-fluoro-3-oxo-isoindolin-5-yl]-2-pyridyl]piperazine-1-carboxylate